C(C)(C)(C)C1=C(CCC(=O)[O-])C=CC(=C1)O 2-tert-butyl-4-hydroxy-hydrocinnamate